C[C@@]12CCC=3N=C(SC3C2=CC[C@H]2[C@H]3[C@](CC[C@H]12)([C@H](CC3)O)C)NC3=C(C=CC=C3)[N+](=O)[O-] (5aR,5bS,7aS,8S,10aS,10bR)-5a,7a-dimethyl-2-((2-nitrophenyl)amino)-5,5a,5b,6,7,7a,8,9,10,10a,10b,11-dodecahydro-4H-cyclopenta[7,8]phenanthro[2,1-d]thiazol-8-ol